3-((((4S,5S)-4,5-diphenyl-4,5-dihydro-1H-imidazol-2-yl)thio)methyl)-5,10-dihydrobenzo[e]thiazolo[3,2-a][1,3]diazepine C1(=CC=CC=C1)[C@@H]1N=C(N[C@H]1C1=CC=CC=C1)SCC1=CSC=2N1CC1=C(CN2)C=CC=C1